FC=1C(=CC2=C(N=C(S2)C2=C3N=CC(=NC3=CC(=C2)C)OC)C1)O[C@H]([C@@H](C)N(C(O)=O)C=1C=NC(=NC1)C(NC)=O)C.NC1(CC(=CC(=C1C)N)C1=NC=NC=N1)C 2,4-diamino-6-xylyl-sym-triazine (2R,3S)-3-((5-fluoro-2-(2-methoxy-7-methylquinoxalin-5-yl)benzo[d]thiazol-6-yl)oxy)butan-2-yl-(2-(methylcarbamoyl)pyrimidin-5-yl)carbamate